C(#N)C1=CC(=C(C=C1)C1=NN=CC2=CC=CC=C12)OCOCC 4-(4-cyano-2-(ethoxymethoxy)phenyl)phthalazine